C(C)(=O)NCCOC1=CC=CC=N1 6-(2-acetamidoethoxy)pyridin